[Cl-].C(CCCCCCCCCCCCCCCCCCC)[N+](C)(C)C1=CC=CC=C1 eicosyl-phenyl-dimethyl-ammonium chloride